FN(C1=CC=CC=C1)F N,N-difluoroaniline